C(C1=CC=CC=C1)OC(=O)N1[C@@H]2C[C@H]([C@@H]2[C@@]([C@H]1C(=O)OC)(C)CCCB(O)O)O (3-((1R-3S,4R,5R-6R)-2-((benzyloxy)carbonyl)-6-hydroxy-3-(methoxycarbonyl)-4-methyl-2-azabicyclo[3.2.0]heptan-4-yl)propyl)boronic acid